FC(C=1C(=C(C=CC1)[C@@H](C)NC=1C2=C(C(NN1)=O)C=NC(=C2)C2CN(CCC2)C)F)F (((R)-1-(3-(difluoromethyl)-2-fluorophenyl)ethyl)amino)-7-(1-methylpiperidin-3-yl)pyrido[3,4-d]pyridazin-4(3H)-one